(S)-2-cyclopropyl-5-(2'-methoxy-4'-methyl-3,4,5,6-tetrahydro-2H-[1,3']bipyridinyl-4-yl)-4-methyl-7-(2-trifluoromethyl-benzyl)-2,4,5,7-tetrahydro-pyrazolo[3,4-d]pyrimidin-6-one C1(CC1)N1N=C2N(C(N([C@H](C2=C1)C)C1CCN(CC1)C=1C(=NC=CC1C)OC)=O)CC1=C(C=CC=C1)C(F)(F)F